CS(=O)(=O)OCC=1C(=NC=C(C1)F)Cl (2-chloro-5-fluoro-3-pyridyl)methyl methanesulfonate